{[5-chloro-6-(trifluoromethyl)pyridin-3-yl]methyl}({2-[(9R)-9-(pyridin-2-yl)-6-oxaspiro[4.5]decan-9-yl]ethyl})amine ClC=1C=C(C=NC1C(F)(F)F)CNCC[C@]1(CCOC2(CCCC2)C1)C1=NC=CC=C1